C1(CC1)[C@H]1C[C@H](N(CC1)CC1=C2C=CN(C2=C(C=C1CCC1CC1)C)C(=O)OC(C)(C)C)C1=CC=C(C=C1)C(=O)OC tert-butyl 4-(((2S,4R)-4-cyclopropyl-2-(4-(methoxycarbonyl)phenyl)piperidin-1-yl)methyl)-5-(cyclopropylethyl)-7-methyl-1H-indole-1-carboxylate